[O-]S(=O)(=O)C(F)(F)F.C1(=CC=CC=C1)C(=C[S+]1CCCC1)C1=CC=C(C=C1)Cl 1-(2-phenyl-2-(4-chlorophenyl)vinyl)tetrahydro-1H-thiophen-1-ium triflate